COC([C@H](NC(=O)OC(C)(C)C)CCCCN)=O (tert-butoxycarbonyl)-D-lysine methyl ester